FC(OC1=NC(=CC=C1NC(=O)C1(CN(C1)CCNC(CO)=O)C1=C(C=CC=C1)C(C)C)C)F N-(2-(difluoromethoxy)-6-methylpyridin-3-yl)-1-(2-(2-hydroxyacetamido)ethyl)-3-(2-isopropylphenyl)azetidine-3-carboxamide